2-chloro-N-(methoxymethyl)-N-(2,6-diethylphenyl)acetamide ClCC(=O)N(C1=C(C=CC=C1CC)CC)COC